O=C1NN=C(C2=CC=CC=C12)C1=CC=C(CNS(=O)(=O)C)C=C1 N-(4-(4-oxo-3,4-dihydro-phthalazin-1-yl)benzyl)methanesulfonamide